(3R,11S)-3,11-dimethyl-10,13-dioxa-19-hydroxy-6-fluoro-2,16,17,21-tetraazatetracyclo[13.5.2.04,9.018,22]Docosane-1(20),4,6,8,15,18,21-heptaen-14-one C[C@H]1NC2=CC(=C3NN=C(C(OC[C@@H](OC4=CC=C(C=C14)F)C)=O)C3=N2)O